(3R,6S)-6-methyl-1-(2-(quinoxalin-6-yl)acetyl)piperidine-3-carboxylic acid C[C@H]1CC[C@H](CN1C(CC=1C=C2N=CC=NC2=CC1)=O)C(=O)O